ClC=1C=C(C=CC1)C=1C(=CC=CC1)S(=O)(=O)NC(=O)C=1OC2=C(C1)C=CC(=C2)N(C)C N-(3'-chloro[1,1'-biphenyl]-2-sulfonyl)-6-(dimethylamino)-1-benzofuran-2-carboxamide